1-(1-acryloylpiperidin-3-yl)-4-amino-1H-pyrazolo[3,4-d]pyrimidine-3-carboxamide C(C=C)(=O)N1CC(CCC1)N1N=C(C=2C1=NC=NC2N)C(=O)N